4-isobutyl-6-methyl-1,3,5-triazin-2-amine C(C(C)C)C1=NC(=NC(=N1)C)N